N1N=NN=C1C1=CC=C(CN2C[C@@]3([C@@H](N[C@H]([C@H]3C3=C(C=CC=C3)Cl)C(=O)NC3=C(C=C(C(=O)O)C=C3)OC)CC(C)(C)C)C3=CC(=CC=C23)Cl)C=C1 4-((2'S,3S,4'R,5'R)-1-(4-(1H-tetrazol-5-yl)benzyl)-5-chloro-4'-(2-chlorophenyl)-2'-neopentyl-spiro[indoline-3,3'-pyrrolidine]-5'-carboxamido)-3-methoxybenzoic acid